4-Phenoxyphenyl (R/S)-2-(2-pyridyloxy)propyl ether N1=C(C=CC=C1)O[C@@H](COC1=CC=C(C=C1)OC1=CC=CC=C1)C |r|